S(CCCO)CCCO thiodipropyl alcohol